(S)-2-(1H-imidazol-1-yl)-N-(piperidin-3-yl)isonicotinamide N1(C=NC=C1)C=1C=C(C(=O)N[C@@H]2CNCCC2)C=CN1